3-[4-{5-(9,10-diphenylanthracene-2-yl)benzotriazol-2-yl}phenyl]quinoline C1(=CC=CC=C1)C=1C2=CC=CC=C2C(=C2C=CC(=CC12)C1=CC=2C(=NN(N2)C2=CC=C(C=C2)C=2C=NC3=CC=CC=C3C2)C=C1)C1=CC=CC=C1